2-(3,8-diazabicyclo-[3.2.1]octan-8-yl)-4-cyano-N-isopropyl-benzo[d]thiazole-6-carboxamide C12CNCC(CC1)N2C=2SC1=C(N2)C(=CC(=C1)C(=O)NC(C)C)C#N